C(CCCCCCCCCCCCCCCCCCC)(=O)OCCCCCCCCCCCCCCCCCCCC arachidyl arachidate